C1N(CCC2=CC=CC=C12)[C@H]1[C@@H](CN(CC1)C(=O)C1=CC(=NC(=N1)OCC(C)C)NC1CCN(CC1)C(C)=O)O 1-(4-((6-((3R,4R)-4-(3,4-dihydroisoquinolin-2(1H)-yl)-3-hydroxypiperidine-1-carbonyl)-2-isobutoxypyrimidin-4-yl)amino)piperidin-1-yl)ethan-1-one